5-((1-(tert-butyl)-3-((1S,3R)-3-((tert-butyldiphenylsilyl)oxy)cyclopentyl)-1H-pyrazol-5-yl)amino)-1,3-dihydrobenzo[c]thiophene 2,2-dioxide C(C)(C)(C)N1N=C(C=C1NC1=CC2=C(CS(C2)(=O)=O)C=C1)[C@@H]1C[C@@H](CC1)O[Si](C1=CC=CC=C1)(C1=CC=CC=C1)C(C)(C)C